1-(4-(7-(2-methyl-[1,1'-biphenyl]-3-yl)imidazo[1,2-a]pyridin-3-yl)benzyl)piperidine-2-carboxylic acid CC1=C(C=CC=C1C1=CC=2N(C=C1)C(=CN2)C2=CC=C(CN1C(CCCC1)C(=O)O)C=C2)C2=CC=CC=C2